2-iso-propyl-pyrazole-3-carboxamide C(C)(C)N1N=CC=C1C(=O)N